ICCCCN1C(C=CC=C1)=O 1-(4-iodobutyl)pyridin-2(1H)-one